(S)-1-((S)-1-(4-hydroxy-3-nitrophenyl)-2-methoxyethyl)-4-(trifluoromethyl)imidazolidin-2-one OC1=C(C=C(C=C1)[C@@H](COC)N1C(N[C@@H](C1)C(F)(F)F)=O)[N+](=O)[O-]